C(C)(C)(C)OC(NC(CF)CN1C(C=2C=C(C(=NC2CC1)NC)[N+](=O)[O-])=O)=O (1-fluoro-3-(2-(methylamino)-3-nitro-5-oxo-7,8-dihydro-1,6-naphthyridin-6(5H)-yl)propan-2-yl)carbamic acid tert-butyl ester